BrC1=C(C(=CC=C1)O)C=CC(C)=O 4-(2-bromo-6-hydroxy-phenyl)but-3-en-2-one